(1-cyclopropyl-1H-1,2,4-triazol-3-yl)-5-fluoro-2-methoxyaniline C1(CC1)N1N=C(N=C1)NC1=C(C=CC(=C1)F)OC